ethyl 2-((1R,3S)-1-(3-bromobenzyl)-3-(methylsulfonamido) cyclopentyl)pyrimidine-4-carboxylate BrC=1C=C(C[C@]2(C[C@H](CC2)NS(=O)(=O)C)C2=NC=CC(=N2)C(=O)OCC)C=CC1